3-(3-ethyl-4-oxo-spiro[6,8-dihydro-5H-pyrazolo[4,3-c]azepine-7,4'-tetrahydropyran]-1-yl)propyl 1,2,5-oxadiazole-3-carboxylate O1N=C(C=N1)C(=O)OCCCN1N=C(C=2C(NCC3(CCOCC3)CC21)=O)CC